[Na].C(C)(=O)ON(CCN(OC(C)=O)OC(C)=O)OC(C)=O.[Mg] magnesium ethylenediamine tetraacetate sodium salt